NCC=1C(=NN(C1)CC(=O)NC(C)(C)C)C(=O)N(C)C (aminomethyl)-1-[2-(tert-butylamino)-2-oxo-ethyl]-N,N-dimethyl-pyrazole-3-carboxamide